C1(C(C=CC2=CC=CC=C12)=O)=O.[Na] sodium 1,2-naphthoquinone